ClC=1C=C(COC=2C=C3N(C(N2)=O)CC2N3CCNC2)C=CC1F 7-((3-Chloro-4-fluorobenzyl)oxy)-3,4,11,11a-tetrahydro-1H-pyrazino[1',2':3,4]imidazo[1,2-c]pyrimidin-9(2H)-one